4-((9-((2R,4S,5R)-5-ethynyl-4-hydroxy-5-(hydroxymethyl)tetrahydrofuran-2-yl)-2-fluoro-9H-purin-6-yl)amino)-4-oxobutyl dodecanoate C(CCCCCCCCCCC)(=O)OCCCC(=O)NC1=C2N=CN(C2=NC(=N1)F)[C@@H]1O[C@@]([C@H](C1)O)(CO)C#C